C(C(=C)C)(=O)OCCCCCCCCCCCCCCCCCCCCOC(C(=C)C)=O 1,20-eicosanediol dimethacrylate